7-(4,7-diazaspiro[2.5]octan-7-yl)-2-(2,8-dimethylimidazo[1,2-b]pyridazin-6-yl)pyrido[1,2-a]pyrimidin-4-one tartaric acid salt C(C(O)C(O)C(=O)O)(=O)O.C1CC12NCCN(C2)C=2C=CC=1N(C(C=C(N1)C=1C=C(C=3N(N1)C=C(N3)C)C)=O)C2